bismuth beta-resorcylate C(C=1C(O)=CC(O)=CC1)(=O)[O-].[Bi+3].C(C=1C(O)=CC(O)=CC1)(=O)[O-].C(C=1C(O)=CC(O)=CC1)(=O)[O-]